(2-chloro-6-methoxy-pyrimidin-4-yl)-ethanone ClC1=NC(=CC(=N1)C(C)=O)OC